3-[[2-(5-fluoro-2-methoxy-phenyl)acetyl]amino]benzoic acid FC=1C=CC(=C(C1)CC(=O)NC=1C=C(C(=O)O)C=CC1)OC